N-(5-bromo-8-(methylamino)-2,7-naphthyridin-3-yl)cyclopropane-carboxamide BrC1=C2C=C(N=CC2=C(N=C1)NC)NC(=O)C1CC1